BrC1=CC=C(C=C1)C1C2(CCC3=CC(=CC=C13)OC)CCC2 1'-(4-Bromophenyl)-6'-methoxy-3',4'-dihydro-1'H-spiro[cyclobutane-1,2'-naphthalene]